C(CCCCCCCCCCCCCC)OC(CCCCC(OCCCCCCCC)OCCCCCCCC)=O pentadecyl-6,6-bis(octyloxy)hexanoate